2-(3-(2,4-dichlorophenyl)-2,3-dihydrobenzo[b][1,4]dioxin-5-yl)-4,4,5,5-Tetramethyl-1,3,2-dioxaborolane ClC1=C(C=CC(=C1)Cl)C1OC2=C(OC1)C=CC=C2B2OC(C(O2)(C)C)(C)C